ClC1=C(C[C@H](N)C(=O)O)C=CC(=C1)Cl 2,4-dichlorophenylalanine